ClC=1C(=NC(=NC1)N1CCC(CC1)C(=O)N(C)C)NC=1C=C2C(=NC(N(C2=CC1)C)=O)NC(C)C1=NC=CC=N1 1-(5-chloro-4-((1-methyl-2-oxo-4-((1-(pyrimidin-2-yl)ethyl)amino)-1,2-dihydroquinazolin-6-yl)amino)pyrimidin-2-yl)-N,N-dimethylpiperidine-4-carboxamide